COC(=O)[C@H]1N(CC2(OCCO2)C1)C(CNC(CCCOC1=CC=C(C=C1)C)=O)=O (S)-7-((4-(p-tolyloxy)butyryl)glycyl)-1,4-dioxa-7-azaspiro[4.4]Nonane-8-carboxylic acid methyl ester